4-(tert-butoxycarbonyl)-5,5-dimethylmorpholine-2-carboxylic acid C(C)(C)(C)OC(=O)N1CC(OCC1(C)C)C(=O)O